4-ethyl-isoxazole-3-carboxamide C(C)C=1C(=NOC1)C(=O)N